NC=1C=C(C=NC1)CCCO 3-(5-aminopyridin-3-yl)propan-1-ol